NC=1N=NN2C1C(=CC(=C2)C2CCN(CC2)C(C(C)C)=O)C2=CC=C(C=C2)C2=C(C(N(C(N2C(C)C)=O)C2=NC=CC=C2)=O)C(=O)N (4-(3-amino-6-(1-isobutyrylpiperidin-4-yl)-[1,2,3]triazolo[1,5-a]pyridin-4-yl)phenyl)-1-isopropyl-2,4-dioxo-3-(pyridin-2-yl)-1,2,3,4-tetrahydropyrimidine-5-carboxamide